C(C)(=O)O[C@@H]1[C@H](O[C@@H]([C@H]([C@@H]1OC(C)=O)OC(C)=O)CCP(=O)(OCC)OCC)SC1=CC=C(C=C1)N (2R,3S,4S,5R,6R)-2-((4-aminophenyl)thio)-6-(2-(diethoxyphosphoryl)ethyl)tetrahydro-2H-pyran-3,4,5-triyl triacetate